COC1=CC=C(C=C1)C(C#N)NC1=CC=CC=C1 2-(p-methoxyphenyl)-2-(anilino)acetonitrile